NC/C(/COC1=CC2=C(N=C(O2)NCC2=CC(=NC=C2)OC)C=C1)=C/F (Z)-6-((2-(aminomethyl)-3-fluoroallyl)oxy)-N-((2-methoxypyridin-4-yl)methyl)benzo[d]oxazol-2-amine